(1-naphthyl)-N,N'-bisphenyl-(1,1'-biphenyl)-4,4'-diamine C1(=CC=CC2=CC=CC=C12)C1=C(C=CC(=C1)NC1=CC=CC=C1)C1=CC=C(C=C1)NC1=CC=CC=C1